Methyl-(S,E)-(1-((1-((1H-benzo[d]imidazol-2-yl)methyl)-2-oxo-1,2-dihydropyridin-3-yl)amino)-7-(methylamino)-1,7-dioxohept-5-en-2-yl)carbamat COC(N[C@H](C(=O)NC=1C(N(C=CC1)CC1=NC2=C(N1)C=CC=C2)=O)CC\C=C\C(=O)NC)=O